N-(4-bromopyridin-2-yl)-3-(4-methoxyphenyl)propionamide BrC1=CC(=NC=C1)NC(CCC1=CC=C(C=C1)OC)=O